1-(2-Ethylbutyl)-4-iodo-5-methyl-1H-pyrazole C(C)C(CN1N=CC(=C1C)I)CC